1-hydroxy-2-oleoyl-sn-glycero-3-phosphoethanolamine OOC[C@@H](OC(CCCCCCC\C=C/CCCCCCCC)=O)COP(=O)(O)OCCN